3-bromo-2-chloro-5-(3-methoxypropyl)pyridine BrC=1C(=NC=C(C1)CCCOC)Cl